C[C@@H]1CN(C[C@@H](N1)C)C1=CC=CC(=N1)CNC=1C2=C(N=CN1)NC=C2C2CC(OCC2)(C)C N-((6-((3R,5S)-3,5-Dimethylpiperazin-1-yl)pyridin-2-yl)methyl)-5-(2,2-dimethyltetrahydro-2H-pyran-4-yl)-7H-pyrrolo[2,3-d]pyrimidin-4-amine